CC(CO)(C)NC1=CC=2N(C=C1)C(=CN2)C2=NC=NC(=C2)NCC2=CC=C(C=C2)C=2C=NN(C2)C 2-methyl-2-(3-{6-[4-(1-methyl-1H-pyrazol-4-yl)-benzylamino]-pyrimidin-4-yl}-imidazo[1,2-a]Pyridin-7-ylamino)-propan-1-ol